C(C(C)C)NC(=O)C1=C(C=C(C=C1)C1=C(NC(=C1C1=C(C=C(C=C1)[N+](=O)[O-])C)C)C(=O)N)OC([2H])([2H])[2H] 3-(4-(Isobutylcarbamoyl)-3-(methoxy-d3)phenyl)-5-methyl-4-(2-methyl-4-nitro-phenyl)-1H-pyrrole-2-carboxamide